C(C)OC(=O)C1(CCN(CC1)CC1=CC=CC=C1)C(=O)OCC.FC1=C(C(=C(C(=C1[B-](C1=C(C(=C(C(=C1F)F)F)F)F)(C1=C(C(=C(C(=C1F)F)F)F)F)C1=C(C(=C(C(=C1F)F)F)F)F)F)F)F)F.C(#N)C1=CC=[N+](C=C1)CC1=C(C=C(C=C1C)C)C 4-cyano-1-(2,4,6-trimethylbenzyl)pyridinium tetrakis(pentafluorophenyl)borate diethyl-1-benzylpiperidine-4,4-dicarboxylate